(S)-3-(2,2-difluoroethyl)pyrrolidine N,N-diethylaminoethyl-acrylate (dimethylamino)ethyl-acrylate CN(C)CCOC(C=C)=O.C(C)N(CC)CCOC(C=C)=O.FC(C[C@H]1CNCC1)F